potassium tert-butoxide sodium hydroxide [OH-].[Na+].CC(C)(C)[O-].[K+]